Tert-butyl (2R)-2-{[2-ethyl-4-{2-[(5-fluoropyridin-2-yl)amino]-2-oxoethyl}-5,8-dioxo-5,8-dihydro-4H-pyrazolo[1,5-a]pyrrolo[3,4-d]pyrimidin-6(7H)-yl]methyl}morpholine-4-carboxylate C(C)C1=NN2C(N(C3=C(C2=O)CN(C3=O)C[C@@H]3CN(CCO3)C(=O)OC(C)(C)C)CC(=O)NC3=NC=C(C=C3)F)=C1